3-chloro-1-(3,4-dimethylphenyl)-propan-1-one ClCCC(=O)C1=CC(=C(C=C1)C)C